6-(PHENYLTHIO)PYRIDIN-3-YLBORONIC ACID C1(=CC=CC=C1)SC1=CC=C(C=N1)B(O)O